ClC=1C(=NC(=NC1)NC)C1=CC=C2CN(C(C2=C1)=O)[C@@H](C(=O)N[C@H](C)C1=NC(=CC=C1)C)C (2R)-2-{6-[5-chloro-2-(methylamino)pyrimidin-4-yl]-1-oxo-2,3-dihydro-1H-isoindol-2-yl}-N-[(1R)-1-(6-methylpyridin-2-yl)ethyl]propanamide